O1C(CCCC1)ONC(CC)=O N-(oxan-2-yloxy)propanamide